Cl.N1(CCNCC1)C1=CC=CC=2SC=CC21 4-(1-piperazinyl)benzo[b]thiophene hydrochloride